C(C1=CC=CC=C1)OC(=O)N[C@@H]1CN(C[C@H]1C(N(C)CC(=O)OC)=O)C(=O)OC(C)(C)C |r| (3SR,4RS)-t-butyl 3-(((benzyloxy)carbonyl)amino)-4-((2-methoxy-2-oxoethyl) (methyl)carbamoyl)pyrrolidine-1-carboxylate